2-(2-methylbiphenyl-3-yl)-1,3-benzoxazole-6-carbaldehyde CC1=C(C=CC=C1C=1OC2=C(N1)C=CC(=C2)C=O)C2=CC=CC=C2